NCC1=NNC(C2=CC=C(C=C12)C=1C=NN(C1C1=C(C#N)C=CC(=C1)CC)C)=O 2-(4-(4-(aminomethyl)-1-oxo-1,2-dihydrophthalazin-6-yl)-1-methyl-1H-pyrazol-5-yl)-4-ethylbenzonitrile